C(#N)C(C)N1C(=NC(=C1COCCC#N)COCCC#N)C1=CC=CC=C1 1-cyanoethyl-2-phenyl-4,5-di-(Cyanoethoxymethyl)imidazole